2-({8-chloro-1-[trans-4-(pyridin-2-yloxy)cyclohexyl]-5,6-dihydro-4H-[1,2,4]triazolo[4,3-a][1]benzazepin-5-yl}oxy)-N,N-dimethylethanamine ClC=1C=CC2=C(CC(CC=3N2C(=NN3)[C@@H]3CC[C@H](CC3)OC3=NC=CC=C3)OCCN(C)C)C1